Cl.Cl.ClC1(NC(=CC2=C1CCC2)Cl)C#N 1,3-dichloro-6,7-dihydro-5H-cyclopenta[c]pyridinecarbonitrile dihydrochloride